7-bromo-[1,2,4]triazolo[1,5-a]pyridine-5-carboxylic acid BrC1=CC=2N(C(=C1)C(=O)O)N=CN2